5-hydroxy-3-(3-(trifluoromethyl)phenyl)-7-oxabicyclo[2.2.1]heptane-2-carboxamide OC1C2C(C(C(C1)O2)C(=O)N)C2=CC(=CC=C2)C(F)(F)F